arachidylamido-7α,12α-dihydroxy-5β-cholan-24-oic acid C(CCCCCCCCCCCCCCCCCCC)(=O)NC(C(=O)O)C[C@@H](C)[C@H]1CC[C@H]2[C@@H]3[C@@H](C[C@@H]4CCCC[C@]4(C)[C@H]3C[C@@H]([C@]12C)O)O